N1C[C@@H](CCC1)C1=CC=C(C=C1)C1N=C2C(=CC=CC2=C1)C(=O)N 2-{4-[(3S)-piperidine-3-yl]phenyl}-2H-indole-7-carboxamide